ClC=1C(=CC(=C(C1)C(\C=C\N(C)C)=O)O)OCOCCOC (E)-1-(5-chloro-2-hydroxy-4-((2-methoxyethoxy)methoxy)phenyl)-3-(dimethylamino)prop-2-en-1-one